O[C@H]1COCC[C@@H]1NC(=O)C1=CC(=C(C=2CCOC21)C)CC2=CC=C(C=C2)C=2N=NN(C2)C N-{(3R,4S)-3-hydroxytetrahydro-2H-pyran-4-yl}-4-methyl-5-(4-(1-methyl-1H-1,2,3-triazol-4-yl)benzyl)-2,3-dihydrobenzofuran-7-carboxamide